Nα-Formylhistidin C(=O)N[C@@H](CC1=CNC=N1)C(=O)O